4-(2,6-Difluoro-4-(1H-pyrazol-4-yl)phenyl)piperidine hydrochloride Cl.FC1=C(C(=CC(=C1)C=1C=NNC1)F)C1CCNCC1